Pyridine-2-carbaldehyde-1-d N1(C(C=CC=C1)C=O)[2H]